ClC=1C(=CC2=CN(N=C2C1)C)N=C1NC(N(C(N1CC1=C(C=C(C(=C1)F)F)F)=O)CC1=NN(C=N1)C)=O 6-[(6-chloro-2-methyl-2H-indazol-5-yl)imino]-3-[(1-methyl-1H-1,2,4-triazol-3-yl)methyl]-1-[(2,4,5-trifluorophenyl)methyl]-1,3,5-triazin-2,4-dione